[NH4+].FC(C(=O)O)(OC(C(C(F)(F)F)(F)F)(F)F)C(F)(F)F perfluoro(2-methyl-3-oxacaproic acid) ammonium